N-{(4aR,6R)-5,5-difluoro-2-[6-methyl-4-(2,4,6-trifluorophenyl)[1,2]oxazolo[4,5-c]pyridin-3-yl]-1-oxooctahydropyrrolo[1,2-c]pyrimidin-6-yl}methanesulfonamide FC1([C@@H](CN2C(N(CC[C@@H]21)C2=NOC1=C2C(=NC(=C1)C)C1=C(C=C(C=C1F)F)F)=O)NS(=O)(=O)C)F